2-cyclopropyl-8-methoxy-4H-pyrido[1,2-a]pyrimidin-4-one C1(CC1)C=1N=C2N(C(C1)=O)C=CC(=C2)OC